NC1=NC=NN2C1=C(N=C2[C@@H](C(F)(F)F)C)C2=C(C=C(CNC(C1=C(C=CC(=C1)F)OC)=O)C=C2F)OCC N-(4-(4-amino-7-((S)-1,1,1-trifluoropropan-2-yl)imidazo[5,1-f][1,2,4]triazin-5-yl)-3-ethoxy-5-fluorobenzyl)-5-fluoro-2-methoxybenzamide